4-nitrosomorpholine-3-carboxylic acid N(=O)N1C(COCC1)C(=O)O